FC(C)(F)C1=NC(=CC(=N1)NC1=CC(=NC=C1OCC=1C=NC=CC1)NC(C)=O)C N-(4-((2-(1,1-difluoroethyl)-6-methylpyrimidin-4-yl)amino)-5-(pyridin-3-ylmethoxy)pyridin-2-yl)acetamide